para-xylylenedi-camphorsulfonic acid sodium salt [Na+].C1(=CC=C(C=C1)CC1C(C2(CCC1C2(C)C)CS(=O)(=O)[O-])=O)CC2C(C1(CCC2C1(C)C)CS(=O)(=O)[O-])=O.[Na+]